bis[(S,S)-N,N'-dibenzylcyclohexane-1,2-diamine] nickel (II) dibromide [Ni](Br)Br.C(C1=CC=CC=C1)N[C@@H]1[C@H](CCCC1)NCC1=CC=CC=C1.C(C1=CC=CC=C1)N[C@@H]1[C@H](CCCC1)NCC1=CC=CC=C1